OC[C@]1(COC[C@@H](O1)N1C(NC(C=C1)=O)=O)CO[Si](C(C)C)(C(C)C)C(C)C 1-[(2R,6S)-6-(hydroxymethyl)-6-(triisopropylsilyloxymethyl)-1,4-dioxan-2-yl]pyrimidine-2,4-dione